C(C1=CC=CC=C1)OC(CNC1=C(C=CC=C1)O)=O N-(2-hydroxyphenyl)-glycine benzyl ester